(1S,2S)-2-(((5-chlorothiazol-2-yl)methyl)amino)cyclohexan-1-ol ClC1=CN=C(S1)CN[C@@H]1[C@H](CCCC1)O